N-(4-ethyl-5-methylthiazol-2-yl)-1-(pyridin-4-ylmethyl)-1H-pyrrole-2-carboxamide C(C)C=1N=C(SC1C)NC(=O)C=1N(C=CC1)CC1=CC=NC=C1